FC(C1=CC(=C2C(=N1)NN=C2)C2=C1N(N=C2C2=NC=C(C=C2)F)CCC1)F 6-(Difluoromethyl)-4-[2-(5-fluoro-2-pyridyl)-5,6-dihydro-4H-pyrrolo[1,2-b]pyrazol-3-yl]-1H-pyrazolo[3,4-b]pyridine